CN(C1=CC=C(C=C1)C12CCC(CC1)(CC2)CO)C (4-(4-(dimethylamino)phenyl)bicyclo[2.2.2]octan-1-yl)methanol